N1=CC=C(C=C1)CNC1=CC=C(C=C1)NC(CCCCCC)=O N-(4-((Pyridin-4-ylmethyl)amino)phenyl)heptanamid